phenyl-(diphenyl)phosphane C1(=CC=CC=C1)P(C1=CC=CC=C1)C1=CC=CC=C1